C(=O)C1(CCCC1)NC(OC(C)(C)C)=O tert-butyl (1-formylcyclopentyl)carbamate